2,2-dimethyl-[1,3]dioxan-4-yl-acetic acid tert-butyl ester C(C)(C)(C)OC(CC1OC(OCC1)(C)C)=O